ClC1=C2N=CN(C2=NC=N1)C=1C=C(C=CC1)CO (3-(6-chloro-9H-purin-9-yl)phenyl)methanol